C(#N)C=1C(=C(C=CC1)C=1CCCC2=C(C1C1=CC=C(C=C1)C=C1CN(C1)CCCF)C=CC=C2)C 8-(3-Cyano-2-methylphenyl)-9-(4-((1-(3-fluoropropyl)azetidin-3-yliden)methyl)phenyl)-6,7-dihydro-5H-benzo[7]annulen